[2-[[3-bromo-4-methyl-5-(trifluoromethyl)-2-pyridyl]oxy]-5-fluoro-phenyl]methoxy-tert-butyl-dimethyl-silane BrC=1C(=NC=C(C1C)C(F)(F)F)OC1=C(C=C(C=C1)F)CO[Si](C)(C)C(C)(C)C